CC=1C=C2N(C(C(=NC2=CC1C)C(=O)NCC1=CC=C(C=C1)C)=O)C[C@@H]([C@@H]([C@@H](CO)O)O)O 6,7-dimethyl-N-(4-methylbenzyl)-3-oxo-4-((2s,3s,4r)-2,3,4,5-tetrahydroxypentyl)-3,4-dihydroquinoxaline-2-carboxamide